(Z)-3-(5-bromo-1-oxo-7,10-dihydro-6-oxa-2,10a-diazacycloocta[cd]inden-2(1H)-yl)piperidine-2,6-dione BrC1=C2C=3N(C(N(C3C=C1)C1C(NC(CC1)=O)=O)=O)C\C=C/CO2